C(C)(C)OC=1C=CC2=CNN=C2C1 6-isopropoxy-2H-indazole